BrC=1C=C(C=CC1)C=1C=NNC1C1=CC=C(C2=CC=CC=C12)OC 4-(3-bromophenyl)-5-(4-methoxynaphthalene-1-yl)-1H-pyrazole